(2R,4S)-tert-butyl 4-(5-bromo-7-(trifluoromethyl)-2H-benzo[b][1,4]oxazin-4(3H)-yl)-2-methyl-2-(((tetrahydro-2H-pyran-2-yl)oxy)methyl)pyrrolidine-1-carboxylate BrC1=CC(=CC=2OCCN(C21)[C@H]2C[C@@](N(C2)C(=O)OC(C)(C)C)(COC2OCCCC2)C)C(F)(F)F